3-(3-ethyl-2-oxo-4-piperazin-1-yl-benzoimidazol-1-yl)piperidine-2,6-dione C(C)N1C(N(C2=C1C(=CC=C2)N2CCNCC2)C2C(NC(CC2)=O)=O)=O